C(C)(=O)NC=1C(=C(C(=C(C(=O)NCC(COCC(CO)O)O)C1I)I)C(=O)NCC(CO)O)I 5-acetamido-N1-(3-(2,3-dihydroxypropoxy)-2-hydroxypropyl)-N3-(2,3-dihydroxypropyl)-2,4,6-triiodo-isophthalamide